di-isopropyl-4-methoxypyridine C(C)(C)C=1C(=NC=CC1OC)C(C)C